N1(CCSCC1)CCC(C=C)=C 1-(N-thiomorpholinyl)-3-methylenepent-4-ene